2'H-[3,4']bipyridinyl N1=CC(=CC=C1)C1=CCNC=C1